(2R,3S,4R,5R)-5-(4-aminopyrrolo[2,1-f][1,2,4]triazin-7-yl)-5-cyano-4-hydroxy-2-((propionyloxy)methyl)tetrahydrofuran-3-yl isobutyrate C(C(C)C)(=O)O[C@@H]1[C@H](O[C@@]([C@@H]1O)(C#N)C1=CC=C2C(=NC=NN21)N)COC(CC)=O